1-(3,5-difluoro-2-hydroxymethylphenyl)-3-(3-trifluoromethoxyphenyl)urea FC=1C(=C(C=C(C1)F)NC(=O)NC1=CC(=CC=C1)OC(F)(F)F)CO